C1(CC1)N1C=NC2=C1C=C(C(=C2)C#C[Si](C)(C)C)F 1-Cyclopropyl-6-fluoro-5-((trimethylsilyl)ethynyl)-1H-benzo[d]imidazole